COC=C(C#N)COC 3-methoxy-2-(methoxymethyl)acrylonitrile